ClC1=CC(=C(C=C1)C1=CC(=NC(=C1)OCC(F)(F)F)NC(=O)C=1C(N(C=C(C1)CNC[C@H](C)OC)C1CC1)=O)C(=O)C1CC(C1)(F)F N-[4-[4-chloro-2-(3,3-difluorocyclobutanecarbonyl)phenyl]-6-(2,2,2-trifluoroethoxy)pyridin-2-yl]-1-cyclopropyl-5-[[[(2S)-2-methoxypropyl]amino]methyl]-2-oxopyridine-3-carboxamide